methyl-d triphosphate O(P([O-])(=O)OP(=O)([O-])OP(=O)([O-])[O-])C[2H]